3-fluoro-N-[3-methoxy-4-(1,2,3,6-tetrahydro-pyridin-4-yl)-phenyl]-4-(1,2,3,6-tetrahydro-pyridin-4-yl)-benzamide FC=1C=C(C(=O)NC2=CC(=C(C=C2)C=2CCNCC2)OC)C=CC1C=1CCNCC1